2-Isobutoxy-7-(4-(pyrrolidin-1-ylmethyl)benzyl)imidazo[2,1-f][1,2,4]triazin-4-amin C(C(C)C)OC1=NN2C(C(=N1)N)=NC=C2CC2=CC=C(C=C2)CN2CCCC2